OCCOCCOCCOCCOCCOCCOCCNC(OC(C)(C)C)=O tert-butyl N-[2-[2-[2-[2-[2-[2-(2-hydroxyethoxy)ethoxy]ethoxy]ethoxy]ethoxy]ethoxy]ethyl]carbamate